C[C@@H](CCC/C=C/[C@@H]1C[C@@H](C[C@H]1[C@@H](/C=C/C(=O)O)O)O)O The molecule is a semisynthetic derivative obtained by alkaline hydrolysis of the macrocyclic lactone ring of brefeldin A. It is a secondary allylic alcohol, a triol, an alpha,beta-unsaturated monocarboxylic acid, a 4-hydroxy monocarboxylic acid, an alicyclic compound and a semisynthetic derivative. It derives from a brefeldin A.